ClC=1C=CC(=C2C=CC=NC12)N1C[C@@H](O[C@@H](C1)C)C(=O)NC1CCN(CC1)C (2R,6R)-4-(8-chloro-5-quinolinyl)-6-methyl-N-(1-methyl-4-piperidinyl)morpholine-2-carboxamide